(S)-1-(3-trifluoromethylphenyl)-1-benzyl-3-(pyridin-2-yl)-3-deutero-propadiene FC(C=1C=C(C=CC1)C(=C=C([2H])C1=NC=CC=C1)CC1=CC=CC=C1)(F)F